2-(2-(difluoromethyl)phenyl)-4,4,5,5-tetramethyl-1,3,2-dioxaborolan FC(C1=C(C=CC=C1)B1OC(C(O1)(C)C)(C)C)F